4-(3-((7H-pyrrolo[2,3-d]pyrimidin-4-yl)amino)-4-(piperazin-1-yl)phenyl)-2-(thiazol-2-yl)but-3-yn-2-ol N1=CN=C(C2=C1NC=C2)NC=2C=C(C=CC2N2CCNCC2)C#CC(C)(O)C=2SC=CN2